CCCCCCCCCCCCCCCCCC(=O)OO hydroxystearate